((3,4-difluoro-2-methoxyphenyl)(tosyl)methyl)phenol FC=1C(=C(C=CC1F)C(S(=O)(=O)C1=CC=C(C)C=C1)C1=C(C=CC=C1)O)OC